FC=1C=C(C=C(C1)F)[C@@H]1CC=NN1C(=O)N1CCN(CC1)C1=NC=C(C(=N1)C=1C(=NOC1C)C)F (S)-(5-(3,5-difluorophenyl)-4,5-dihydro-1H-pyrazol-1-yl)(4-(4-(3,5-dimethylisoxazol-4-yl)-5-fluoropyrimidin-2-yl)piperazin-1-yl)methanone